(5R)-5-amino-8,9-difluoro-6-methyl-5,6-dihydro-4H-pyrrolo[3,2,1-ij]quinolin-6-ol N[C@@H]1CN2C3=C(C(=C(C=C3C1(O)C)F)F)C=C2